CN1N=C(C=2C1=NN=C(C2)C=2C(NC(NC2)=O)=O)O[C@H](C(F)(F)F)C2=NC=CC=C2 5-[1-methyl-3-[(1S)-2,2,2-trifluoro-1-(2-pyridyl)ethoxy]pyrazolo[3,4-c]pyridazin-5-yl]-1H-pyrimidine-2,4-dione